trans-tert-butyl N-[3-(3-chloro-4-cyanophenoxy)-2,2,4,4-tetramethylcyclobutyl]carbamate ClC=1C=C(O[C@@H]2C([C@H](C2(C)C)NC(OC(C)(C)C)=O)(C)C)C=CC1C#N